sodium plumbite [O-2].[O-2].[Na+].[Na+].[Pb+2]